2-((R)-3-aminopiperidin-1-yl)-N-((1s,3S)-3-hydroxy-3-methylcyclobutyl)acetamide N[C@H]1CN(CCC1)CC(=O)NC1CC(C1)(C)O